4,4,5,5-tetramethyl-2-(phenanthro[4,5-bcd]furan-3-yl)-1,3,2-dioxaborolan CC1(OB(OC1(C)C)C=1C=CC=2C=CC3=CC=CC=4OC1C2C43)C